2-amino-8-(5-methylfuran-2-yl)-[1,2,4]triazolo[1,5-a]pyrazin NC1=NN2C(C(=NC=C2)C=2OC(=CC2)C)=N1